C(C)(C)(C)OC(=O)N1CC(CCC1)OS(=O)(=O)C1=CC=C(C)C=C1 3-(tosyloxy)piperidine-1-carboxylic acid tert-butyl ester